C(C)(C)(C)S(=O)\N=C/1\CC[C@]12CN(CC2)C(=O)OC(C)(C)C tert-butyl (3Z,4S)-3-tert-butylsulfinylimino-6-azaspiro[3.4]octane-6-carboxylate